N=1C=NN2C1C=CC(=C2)C2=CNC=1N=C(N=C(C12)OC([2H])([2H])[2H])NC1CCC(CC1)OC 5-([1,2,4]triazolo[1,5-a]pyridin-6-yl)-4-(methoxy-d3)-N-((1s,4s)-4-methoxycyclohexyl)-7H-pyrrolo[2,3-d]pyrimidin-2-amine